2,3,4,5,6-pentafluorobenzenetetradecaneamine FC1=C(C(=C(C(=C1F)F)F)F)CCCCCCCCCCCCCCN